Acetamidocyclohexane C(C)(=O)NC1CCCCC1